NC[C@]12C[C@H](N([C@@H]2C1)C(=O)OC(C)(C)C)C(NC1=NC(=CC=C1C=C)Br)=O tert-Butyl (1R,3S,5R)-5-(aminomethyl)-3-((6-bromo-3-vinylpyridin-2-yl)carbamoyl)-2-azabicyclo[3.1.0]hexane-2-carboxylate